phosphorinidon P1([CH-]C=CC=C1)=O